bis(2,6-dichlorobenzoyl)-2-octylphenylphosphine oxide ClC1=C(C(=O)P(C2=C(C=CC=C2)CCCCCCCC)(C(C2=C(C=CC=C2Cl)Cl)=O)=O)C(=CC=C1)Cl